6-(3-(trifluoromethyl)benzylamino)-2-(5-methoxypyridin-3-yl)-9H-purine FC(C=1C=C(CNC2=C3N=CNC3=NC(=N2)C=2C=NC=C(C2)OC)C=CC1)(F)F